BrC=1C=CC=C2C(=NN(C12)C)C 7-Bromo-1,3-dimethyl-1H-indazole